FC1=CC=C(C=C1)[C@H](C)OC=1C=C(C=CC1NS(=O)(=O)CC(F)(F)F)C1=NNC(=C1C(=O)N)NC1=NOC(=C1)C (S)-3-(3-(1-(4-fluorophenyl)ethoxy)-4-((2,2,2-trifluoroethyl)sulfonamido)phenyl)-5-((5-methylisoxazol-3-yl)amino)-1H-pyrazole-4-carboxamide